7'-Chloro-2-methyl-1H,4'H-spiro[isoquinoline-4,1'-naphthalene]-1,3,4'(2H)-trione ClC1=CC=C2C(C=CC3(C2=C1)C(N(C(C1=CC=CC=C13)=O)C)=O)=O